(S)-alpha-(2,4-dichlorophenyl)-1H-imidazole-1-ethanol ClC1=C(C=CC(=C1)Cl)[C@@H](CN1C=NC=C1)O